(3-ethyl-6-methoxybenzo[d]isoxazol-5-yl)-4-(trifluoromethoxy)benzenesulfonamide C(C)C1=NOC2=C1C=C(C(=C2)OC)C2=C(C=CC(=C2)OC(F)(F)F)S(=O)(=O)N